sec-hexyl isovalerate C(CC(C)C)(=O)OC(C)CCCC